C(N)(=O)C1=CC=C(C=N1)NC(=O)[C@@H]1CC12CCN(CC2)C(=O)OC(C(F)(F)F)C(F)(F)F 1,1,1,3,3,3-hexafluoro-propan-2-yl (R)-1-((6-carbamoyl-pyridin-3-yl)carbamoyl)-6-azaspiro[2.5]octane-6-carboxylate